(M)-3-chloro-4-((3-fluoropyridin-2-yl)methoxy)-6''-(2-hydroxypropan-2-yl)-3'',5',6-trimethyl-2H-[1,4':2',2''-terpyridin]-2-one ClC=1C(N(C(=CC1OCC1=NC=CC=C1F)C)C1=CC(=NC=C1C)C1=NC(=CC=C1C)C(C)(C)O)=O